C[C@@H]1C=2N(CCN1C(=O)C1=CC=C(C=C1)C=1SC=CC1)C(=NN2)C2=NC(=NS2)C([2H])([2H])[2H] (R)-(8-methyl-3-(3-(methyl-d3)-1,2,4-thiadiazol-5-yl)-5,6-dihydro-[1,2,4]triazolo[4,3-a]pyrazin-7(8H)-yl)(4-(thiophen-2-yl)phenyl)methanone